1-(4-(3-(3,4-difluorophenyl)ureido)-3-fluorophenyl)-7-methoxy-[1,2,4]triazolo[4,3-a]quinoxaline-8-carboxamide FC=1C=C(C=CC1F)NC(NC1=C(C=C(C=C1)C1=NN=C2N1C1=CC(=C(C=C1N=C2)OC)C(=O)N)F)=O